N,N-dimethyl-methylhydroxylamine CN(OC)C